trans-tert-butyl (S)-4-(3-((1-(4-((1-(tert-butoxycarbonyl)pyrrolidin-3-yl)oxy)-3-(4-(tert-butyl)cyclohexyl)benzoyl)piperidin-4-yl)oxy)-5-chlorophenyl)piperazine-1-carboxylate C(C)(C)(C)OC(=O)N1C[C@H](CC1)OC1=C(C=C(C(=O)N2CCC(CC2)OC=2C=C(C=C(C2)Cl)N2CCN(CC2)C(=O)OC(C)(C)C)C=C1)[C@@H]1CC[C@H](CC1)C(C)(C)C